(3S)-((1-ethyl-1H-1,2,3-triazol-4-yl)methoxy)-2,2-dimethyl-3-(4-methyl-3-(((S)-4-ethyl-1,1-dioxido-4,5-dihydrobenzo[f][1,2]thiazepin-2(3H)-yl)methyl)phenyl)propanoic acid C(C)N1N=NC(=C1)CO[C@H](C(C(=O)O)(C)C)C1=CC(=C(C=C1)C)CN1S(C2=C(C[C@@H](C1)CC)C=CC=C2)(=O)=O